(R)-5-formyl-2-(3-(5-(3-hydroxy-1-methyl-2-oxopyrrolidin-3-yl)isoxazol-3-yl)phenyl)thiazole-4-carboxylic acid methyl ester COC(=O)C=1N=C(SC1C=O)C1=CC(=CC=C1)C1=NOC(=C1)[C@]1(C(N(CC1)C)=O)O